methyl (Z)-2-(5-(5-(2-chlorophenyl)-1,2,4-oxadiazol-3-yl)-2-methylphenoxy)-3-methoxyacrylate ClC1=C(C=CC=C1)C1=NC(=NO1)C=1C=CC(=C(O\C(\C(=O)OC)=C/OC)C1)C